CN(C#CC1=CC2=CC=CC=C2C=C1)S(=O)(=O)C1=CC=C(C=C1)C N-methyl-N-(4'-methylbenzenesulfonyl)-2-naphthylethynamine